N(=C=O)CC1SC(SC1CN=C=O)C 4,5-bis(isocyanatomethyl)-2-methyl-1,3-dithiolan